ClC1=CC=C(C=C1)C1=N[C@H](C=2N(C3=C1C(=C(S3)C)C)C(=NN2)C)CC(=O)NCCNC(\C=C\C=2C=NC=CC2)=O (6S)-4-(4-chlorophenyl)-N-[2-[[(2E)-3-(3-pyridinyl)-1-oxo-2-propen-1-yl]amino]ethyl]-2,3,9-trimethyl-6H-thieno[3,2-f][1,2,4]triazolo[4,3-a][1,4]diazepine-6-acetamide